9,9-bis(4-(2-hydroxyethoxy)-isopropylphenyl)fluorene OCCOC1=CC(=C(C=C1)C1(C2=CC=CC=C2C=2C=CC=CC12)C1=C(C=C(C=C1)OCCO)C(C)C)C(C)C